N1(CCNCC1)CCCCCCNCCCCCCN1CCNCC1 bis-(6-(piperazin-1-yl)hexyl)amine